FC1=CC=C(CSC(C2=CC(=C(OCC=3OC4=C(N3)C=C(C=C4)Cl)C=C2)OC)SCC2=CC=C(C=C2)F)C=C1 2-((4-(bis((4-fluorobenzyl)thio)methyl)-2-methoxyphenoxy)methyl)-5-chlorobenzo[d]oxazole